BrC1=NN(C(=N1)C(CCOC1OCCCC1)OC1=CC=C(C=C1)Cl)COC 3-bromo-5-(1-(4-chlorophenoxy)-3-((tetrahydro-2H-pyran-2-yl)oxy)propyl)-1-(methoxymethyl)-1H-1,2,4-triazole